6,7-dibromo-2-methyl-2-phenylnaphtho[2,3-d][1,3]dioxolane BrC1=CC2=CC3=C(OC(O3)(C3=CC=CC=C3)C)C=C2C=C1Br